2-(4-((2-(dimethylamino)-6-methoxy-7-(4-(pyrrolidine-1-yl)but-1-yn-1-yl)quinazolin-4-yl)amino)piperidine-1-yl)ethanol CN(C1=NC2=CC(=C(C=C2C(=N1)NC1CCN(CC1)CCO)OC)C#CCCN1CCCC1)C